tert-butyl (3-(4,4,5,5-tetramethyl-1,3,2-dioxaborolan-2-yl)pyridin-4-yl)carbamate CC1(OB(OC1(C)C)C=1C=NC=CC1NC(OC(C)(C)C)=O)C